(Z)-4-(1-(4-(2-(methylamino)ethoxy)phenyl)-2-phenylbut-1-enyl)phenol CNCCOC1=CC=C(C=C1)\C(=C(\CC)/C1=CC=CC=C1)\C1=CC=C(C=C1)O